2-(3-(2-chloro-6-(trifluoromethyl)pyrimidin-4-yl)-1-methyl-3-azabicyclo[3.1.0]hexane-6-yl)acetic acid methyl ester COC(CC1C2CN(CC12C)C1=NC(=NC(=C1)C(F)(F)F)Cl)=O